cyclohexyl-methyl-disilazane C1(CCCCC1)[SiH](N[SiH3])C